3-hydroxy-2-(hydroxymethyl)-2-methylpropanoate OCC(C(=O)[O-])(C)CO